C1(=CC=CC=C1)[C@H]1[C@@H](CN(C1)C(=O)OC(C)(C)C)C(NC=1C=C(C=CC1)C1=CC=CC=C1)=O tert-Butyl (3S,4R)-4-phenyl-3-[(biphenyl-3-yl)carbamoyl]pyrrolidine-1-carboxylate